BrC=1C=2C=3N(C=NC2C=CC1)N=C(N3)C3=CC=C(C=C3)F 10-bromo-2-(4-fluorophenyl)[1,2,4]triazolo[1,5-c]quinazolin